[2-[5-[(3aR,4R,6aS)-2-oxo-1,3,3a,4,6,6a-hexahydrothieno[3,4-d]imidazol-4-yl]pentanoylamino]ethyl]-4-cyano-4-dodecyl-sulfanylcarbothioylsulfanyl-pentanamide O=C1N[C@@H]2[C@H](N1)CS[C@@H]2CCCCC(=O)NCCC(C(=O)N)(CC(C)(CCCCCCCCCCCC)C#N)SC(=S)S